CC1=CC(=CC=2SC3=C(C21)C=CC(=C3)C)C 1,3,7-trimethyldibenzothiophene